CN1N=NC(=C1C=1C=C2C(=NC1)C1=C(N2[C@@H](C2CCOCC2)C2=NC=CC=C2F)C(=NN1)C(C)(C)O)C (S)-2-(6-(1,4-dimethyl-1H-1,2,3-triazol-5-yl)-4-((3-fluoropyridin-2-yl)(tetrahydro-2H-pyran-4-yl)methyl)-1,4-dihydropyrazolo[3',4':4,5]Pyrrolo[3,2-b]Pyridin-3-yl)propan-2-ol